C(=O)O.CC1=NC2=CC(=C(C=C2C(=C1)C1CCOCC1)C=1N=NC(=CC1)N(C1CC(NC(C1)(C)C)(C)C)C)O 2-methyl-6-(6-(methyl(2,2,6,6-tetramethylpiperidin-4-yl)amino)pyridazin-3-yl)-4-(tetrahydro-2H-pyran-4-yl)quinolin-7-ol formate salt